BrC1=NN(C(=C1)C(=O)NC1(CC1)C(NC1CC1)=O)C1=NC=CC=C1Cl 3-bromo-1-(3-chloropyridin-2-yl)-N-(1-(cyclopropylcarbamoyl)cyclopropyl)-1H-pyrazole-5-carboxamide